(R)-2-((4-((2-(dimethylamino)ethyl)(methyl)amino)phenyl)amino)-8-(1-propionylpiperidin-3-yl)-5-((triisopropylsilyl)ethynyl)pyrido[2,3-d]pyrimidin-7(8H)-one CN(CCN(C1=CC=C(C=C1)NC=1N=CC2=C(N1)N(C(C=C2C#C[Si](C(C)C)(C(C)C)C(C)C)=O)[C@H]2CN(CCC2)C(CC)=O)C)C